6-(1-(3-hydroxyazetidin-1-yl)ethyl)-2-(3-((R)-1-(4-methyl-4H-1,2,4-triazol-3-yl)propan-2-yl)phenyl)-4-(trifluoromethyl)isoindolin-1-one OC1CN(C1)C(C)C1=CC(=C2CN(C(C2=C1)=O)C1=CC(=CC=C1)[C@@H](CC1=NN=CN1C)C)C(F)(F)F